BrC1=C2/C(/C(NC2=CC=C1)=O)=N/NC(NC1=CC=CC=C1)=S (Z)-2-(4-bromo-2-oxoindolin-3-ylidene)-N-phenylhydrazinecarbothioamide